5-bromo-1,4-dihydronaphthalene-2-formaldehyde BrC1=C2CC=C(CC2=CC=C1)C=O